[(3R,9aS)-3-(3-chloro-4-fluoro-phenyl)-3,4,6,7,9,9a-hexahydro-1H-pyrazino[2,1-c][1,4]oxazin-8-yl]-[2-chloro-3-(difluoromethoxy)phenyl]methanone ClC=1C=C(C=CC1F)[C@@H]1CN2[C@H](CO1)CN(CC2)C(=O)C2=C(C(=CC=C2)OC(F)F)Cl